N-(2-chloro-6-(trifluoromethyl)pyridin-3-yl)-2-(2-(3,6-dihydro-2H-pyran-4-yl)-5-ethyl-7-oxo-6-(piperazin-1-yl)-[1,2,4]triazolo[1,5-a]pyrimidin-4(7H)-yl)acetamide ClC1=NC(=CC=C1NC(CN1C=2N(C(C(=C1CC)N1CCNCC1)=O)N=C(N2)C=2CCOCC2)=O)C(F)(F)F